ClC1=CC(=C(CC2=NC=CC(=N2)OC2CCN(CC2)CC2=NC3=C(C=NC(=C3)C(OC)=N)N2C[C@H]2OCC2)C=C1)F methyl (S)-2-((4-((2-(4-chloro-2-fluorobenzyl) pyrimidin-4-yl) oxy) piperidin-1-yl) methyl)-3-(oxetan-2-ylmethyl)-3H-imidazo[4,5-c]pyridine-6-carbimidate